COC=1C=C(C=CC1)C[C@H](CCCC)NC(=O)C1=CC=C(C=C1)NC(=O)C1=CC(=NC=C1)C N-(4-{[(2S)-1-(3-methoxyphenyl)hexan-2-yl]carbamoyl}phenyl)-2-methylpyridine-4-carboxamide